NC1=NNC(C2=C1N(N=C2C(F)(F)F)C2=CC=C(CNC(C1=C(C=CC(=C1)F)OC)=O)C=C2)=O N-(4-(7-amino-4-oxo-3-(trifluoromethyl)-4,5-dihydro-1H-pyrazolo[3,4-d]pyridazin-1-yl)benzyl)-5-fluoro-2-methoxybenzamide